C12=CNC=3C=CC4(C5(C13)C1=CC(=CC=C1C=C4NCC5)O)C2 6,11b-(epiminoethano)1,5a-methanonaphtho[1,2-e]indol-10-ol